FC12CC(C1)(C2)CNCC=2C=CC=1N(C2)C=C(N1)CN1N=CC2=C(C1=O)C=NC=C2N2CC1(COC1)C2 3-[(6-{[({3-fluorobicyclo[1.1.1]pentan-1-yl}methyl)amino]methyl}imidazo[1,2-a]pyridin-2-yl)methyl]-8-{2-oxa-6-azaspiro[3.3]heptan-6-yl}pyrido[3,4-d]pyridazin-4-one